N-Boc-(L)-tyrosine C(=O)(OC(C)(C)C)N[C@@H](CC1=CC=C(C=C1)O)C(=O)O